3-{5-[(2,3-difluoro-6-methoxyphenyl)methoxy]-2-fluoro-4-methoxyphenyl}-6-{4-[(methoxycarbamoyl)amino]phenyl}-2,4-dioxo-1H-thieno[2,3-d]pyrimidine-5-carboxylic acid FC1=C(C(=CC=C1F)OC)COC=1C(=CC(=C(C1)N1C(NC2=C(C1=O)C(=C(S2)C2=CC=C(C=C2)NC(NOC)=O)C(=O)O)=O)F)OC